N=1C=NN2C1C=CC=C2C(OCC(=O)N2CC1CCC(C2)N1C1=NC=C(C#N)C=C1)C1CC1 Racemic-6-(3-(2-([1,2,4]triazolo[1,5-a]pyridin-5-yl(cyclopropyl)methoxy)acetyl)-3,8-diazabicyclo[3.2.1]octan-8-yl)nicotinonitrile